ClCC1=CN=CO1 5-(chloromethyl)oxazole